3-(2,5-dimethoxyphenyl)imidazo[1,2-a]Pyridine-7-carboxylic acid COC1=C(C=C(C=C1)OC)C1=CN=C2N1C=CC(=C2)C(=O)O